3-[[2-fluoro-3-(methylsulfanylmethyl)phenyl]methyl]-7-[(3-fluoro-2-pyridinyl)oxy]-4-methyl-chromen-2-one FC1=C(C=CC=C1CSC)CC=1C(OC2=CC(=CC=C2C1C)OC1=NC=CC=C1F)=O